COC1CN(CC1)C(C)=O 1-(3-methoxypyrrolidin-1-yl)ethanone